FC(C(=O)O)(F)F.FC=1C=C(C=C(C1)F)C1CC=NN1C(=O)C1C[C@@H]2[C@@H](CNC2)C1 (5-(3,5-difluorophenyl)-4,5-dihydro-1H-pyrazol-1-yl)(3aR,6aS)-(octahydrocyclopenta[c]pyrrol-5-yl)methanone trifluoroacetate